N-(2-(2-aminoethoxy)ethyl)-4-((3-(4-methoxyphenyl)imidazo[1,2-a]pyrazin-8-yl)amino)-2-methyl-benzamide hydrochloride Cl.NCCOCCNC(C1=C(C=C(C=C1)NC=1C=2N(C=CN1)C(=CN2)C2=CC=C(C=C2)OC)C)=O